2-[2-[tert-butyl(dimethyl)silyl]oxyethyl]-5-ethoxy-pyrazole-3-carboxylic acid [Si](C)(C)(C(C)(C)C)OCCN1N=C(C=C1C(=O)O)OCC